ClC=1C=C(C=CC1OCC1=NC=CC=C1)N1CCC=2C=3C1=NC=NC3C=CC2NC(\C=C\CN(C)C)=O (E)-N-(4-(3-chloro-4-(pyridin-2-ylmethoxy)phenyl)-5,6-dihydro-4H-pyrido[2,3,4-de]quinazolin-7-yl)-4-(dimethylamino)but-2-enamide